(R)-4-(4-(difluoromethyl)-2-methoxyphenyl)-N-(piperidin-3-yl)phthalazin-1-amine FC(C1=CC(=C(C=C1)C1=NN=C(C2=CC=CC=C12)N[C@H]1CNCCC1)OC)F